5-bromobenzo[d]isoxazol-3-amine BrC=1C=CC2=C(C(=NO2)N)C1